C(C)(=O)OC[C@H]1O[C@H]([C@H]([C@@H]([C@@H]1CC(=O)O)CC(=O)O)CC(=O)O)OC1=CC=C(C=C1)N1C(=NC2=CC=CC(=C2C1=O)OC)C (2S,3S,4R,5S,6S)-2-(acetoxymethyl)-6-(4-(5-methoxy-2-methyl-4-oxoquinazolin-3(4H)-yl)phenoxy)tetrahydro-2H-pyran-3,4,5-triacetic acid